3-propyl-thiouracil C(CC)N1C(NC=CC1=O)=S